ClC=1C=C(C(=NC1)OC(F)F)S(=O)(=O)N(C)CC1=CC(=CC=C1)F 5-chloro-2-(difluoromethoxy)-N-(3-fluorobenzyl)-N-methylpyridine-3-sulfonamide